N-{(2S,3R,4S)-2-[(2,3'-difluoro(1,1'-biphenyl)-3-yl)methyl]-4-fluoro-1-[(2R)-oxolane-2-carbonyl]pyrrolidin-3-yl}-ethanesulfonamide FC1=C(C=CC=C1C[C@@H]1N(C[C@@H]([C@@H]1NS(=O)(=O)CC)F)C(=O)[C@@H]1OCCC1)C1=CC(=CC=C1)F